5-methoxy-1-methyl-1H-indole COC=1C=C2C=CN(C2=CC1)C